N-[(2-amino-5-fluoro-3-methylquinolin-7-yl)methyl]-N-(2-methanesulfonylpyridin-3-yl)-2-(trifluoromethyl)pyrimidine-5-carboxamide NC1=NC2=CC(=CC(=C2C=C1C)F)CN(C(=O)C=1C=NC(=NC1)C(F)(F)F)C=1C(=NC=CC1)S(=O)(=O)C